(S)-2-ethynyl-5-(4-((1-(tetrahydro-2H-pyran-4-carbonyl)pyrrolidin-3-yl)amino)quinazolin-6-yl)benzaldehyde C(#C)C1=C(C=O)C=C(C=C1)C=1C=C2C(=NC=NC2=CC1)N[C@@H]1CN(CC1)C(=O)C1CCOCC1